ClC1=C(N2CCCC2=C1C(=O)NC1=CC(=C(C=C1)F)F)C(C(=O)NC1(CCC1)CO)=O 6-chloro-N-(3,4-difluorophenyl)-5-(2-((1-(hydroxymethyl)cyclobutyl)amino)-2-oxoacetyl)-2,3-dihydro-1H-pyrrolizine-7-carboxamide